7,9-dodecadien-1-yl acetate C(C)(=O)OCCCCCCC=CC=CCC